NC1=NN2C(C=C(C=C2)C=2C=C(C(=NC2)OC)C(=O)NCC2=C(C(=CC(=C2)F)F)OCC2CCCC2)=N1 5-{2-amino-[1,2,4]triazolo[1,5-a]pyridin-7-yl}-N-{[2-(cyclopentylmethoxy)-3,5-difluorophenyl]methyl}-2-methoxypyridine-3-carboxamide